NC1CCC(CC1)C=1SC(=CN1)C1=C(C=CC=C1S(=O)(=O)C1CC1)C=1C(=NN(C1C)C1OCCCC1)N 4-(2-((4-aminocyclohexyl)thiazol-5-yl)-3-(cyclopropylsulfonyl)phenyl)-5-methyl-1-(tetrahydro-2H-pyran-2-yl)-1H-pyrazol-3-amine